C([C@@H]1[C@H]([C@@H]([C@H]([C@H](O1)O[C@H]2[C@@H]([C@H]([C@@H](O[C@H]2C(=O)O)O[C@@H]3[C@H](O[C@@H]([C@@H]([C@H]3O)NS(=O)(=O)O)O)COS(=O)(=O)O)OS(=O)(=O)O)O)N)OS(=O)(=O)O)O)O The molecule is a heparan sulfate having an 3-O-sulfo-alpha-D-glucosaminyl residue at the non-reducing end. The heparan sulfate part consists of a variably sulfated repeating disaccharide unit. It has a role as a mouse metabolite. It is a heparan alpha-D-glucosaminide and a member of heparan sulfates. It is a conjugate acid of a heparan sulfate alpha-D-glucosaminide 3-sulfate polyanion.